C(C)N1C(C(=CC1)O)=O 1-ethyl-3-hydroxy-1,5-dihydro-2H-pyrrol-2-one